C(#C)C1=C2C(=CC(=CC2=CC=C1F)O)C1=C(C=2N=C(N=C3C2C(=N1)CCCN3)OC[C@]31CCCN1C[C@@H](C3)F)F 5-ethynyl-6-fluoro-4-(4-fluoro-2-{[(2R,7aS)-2-fluorotetrahydro-1H-pyrrolizin-7a(5H)-yl]methoxy}-7,8,9,10-tetrahydro-1,3,6,10-tetraazacyclohepta[1,2,3-de]naphthalen-5-yl)naphthalen-2-ol